FC=1C=C(C=CC1F)C=1N=C(SC1C=1C=NNC1)NS(=O)(=O)C1=NC=C(C=C1C)NCC1=C(C(=CC=C1)OC)O N-(4-(3,4-difluorophenyl)-5-(1H-pyrazol-4-yl)thiazol-2-yl)-5-((2-hydroxy-3-methoxybenzyl)amino)-3-methylpyridine-2-sulfonamide